C(C)(C)C(C(=O)O)CCCCC(=O)O 2-Isopropylheptanedioic acid